C1(CC1)C[C@H](CO)NC(OC(C)(C)C)=O tert-butyl N-[(1R)-1-(cyclopropylmethyl)-2-hydroxy-ethyl]carbamate